6-[4-[(4-methanesulfonylphenoxy)methyl]-2-methylpyrrolidin-1-yl]-5,6,7,8-tetrahydronaphthalene-1-carbonitrile CS(=O)(=O)C1=CC=C(OCC2CC(N(C2)C2CC=3C=CC=C(C3CC2)C#N)C)C=C1